NC1=NC(=C(C(=N1)N[C@@H](C1CC1)C=1N(S(C2=C(C1)C=CC=C2Cl)(O)O)C2=CC=CC=C2)C#N)C (S)-2-amino-4-(((8-chloro-1,1-dihydroxy-2-phenyl-2H-benzo[e][1,2]thiazin-3-yl)(cyclopropyl)methyl)amino)-6-methylpyrimidine-5-carbonitrile